dipropylene glycol acetate dibutyrate C(CCC)(=O)O.C(CCC)(=O)O.C(C)(=O)O.CC(COC(C)CO)O